CN1C(N(C2=C1C=CC(=C2)[N+](=O)[O-])C[C@@H]2NC(OC2)=O)=O (S)-4-((3-methyl-6-nitro-2-oxo-2,3-dihydro-1H-benzo[d]imidazol-1-yl)methyl)oxazolidin-2-one